N,2-dimethyl-2'-oxo-2',3'-dihydro-1'H-[1,5'-bi-benzo[d]imidazole]-5-carboxamide CNC(=O)C1=CC2=C(N(C(=N2)C)C2=CC3=C(NC(N3)=O)C=C2)C=C1